FC(OC1=CC=C(C=C1)N1N=C(N=C1)C1=CC=C(C=C1)/C(=C/C(=O)OCC)/C)(F)F (E)-ethyl 3-(4-(1-(4-(trifluoromethoxy)phenyl)-1H-1,2,4-triazol-3-yl)phenyl)but-2-enoate